ClC=1C(=C(NC2=NC=NC3=CC=C(C=C23)[C@@H]2CN(CCC2)C(=O)OC(C)(C)C)C=CC1)F tert-butyl (3R)-3-[4-(3-chloro-2-fluoro-anilino)quinazolin-6-yl]piperidine-1-carboxylate